ClC1=CC=C2C(=CNC2=C1)S(=O)(=O)NC=1C(=NC(=CC1)OCCF)OC 6-Chloro-N-[6-(2-fluoroethoxy)-2-methoxypyridin-3-yl]-1H-indole-3-sulfonamide